C1(=CC=CC=C1)S(=O)(=O)NC=1C=C(C=CC1)/C=C/[C@@H](CCOC1=C(C=CC=C1)CCC(C(=O)OC)(C)C)O Methyl 4-[2-[(E,3R)-5-[3-(benzenesulfonamido)phenyl]-3-hydroxypent-4-enoxy]phenyl]-2,2-dimethylbutanoate